2-(Benzyloxy)-6-(4,4,5,5-tetramethyl-1,3,2-dioxaborolan-2-yl)pyridine C(C1=CC=CC=C1)OC1=NC(=CC=C1)B1OC(C(O1)(C)C)(C)C